2-(4-(4-(3H-imidazo[4,5-b]pyridin-7-yl)-1H-pyrazol-1-yl)-2-fluorophenyl)acetonitrile N1=CNC2=NC=CC(=C21)C=2C=NN(C2)C2=CC(=C(C=C2)CC#N)F